3,6-bis[4-(2-naphthyl)phenyl]-9-(2-naphthyl)-9H-carbazole C1=C(C=CC2=CC=CC=C12)C1=CC=C(C=C1)C=1C=CC=2N(C3=CC=C(C=C3C2C1)C1=CC=C(C=C1)C1=CC2=CC=CC=C2C=C1)C1=CC2=CC=CC=C2C=C1